O=C(NCCOCCOCCOCCOCCOCCOCCOC)CCC(=O)O 24-oxo-2,5,8,11,14,17,20-heptaoxa-23-azaheptacosane-27-oic acid